C(C)(=O)C1=C(C=C(C=C1)C(F)(F)F)C1=CC(NN=C1OC)=O 5-(2-acetyl-5-(trifluoromethyl)phenyl)-6-methoxypyridazin-3(2H)-one